1-Bromo-3-(1,1-di-methylethyl)-5-iodobenzene BrC1=CC(=CC(=C1)I)C(C)(C)C